[Ru].C(CCC)P(CCCC)CCCC.C(CCC)P(CCCC)CCCC bis(tri-n-butylphosphine) ruthenium